ClC=1N=C2C(=C(C(N(C2=CC1)C)=O)C#N)N1CCN(CC1)CC1=CC(=C(C=C1)O)C 6-chloro-4-{4-[(4-hydroxy-3-methylphenyl)methyl]piperazin-1-yl}-1-methyl-2-oxo-1,2-dihydro-1,5-naphthyridine-3-carbonitrile